CN(CCNC=C1C(CC(CC1=O)C1=C(C(=CC=C1Cl)Cl)Cl)=O)C 2-(((2-(dimethylamino)ethyl)amino)methylene)-5-(2,3,6-trichlorophenyl)cyclohexane-1,3-dione